7-fluoro-8-(6-fluoropyridin-3-yl)-1-isopropyl-3-methyl-1H-imidazo[4,5-c]cinnolin-2(3H)-one FC=1C(=CC=2C3=C(N=NC2C1)N(C(N3C(C)C)=O)C)C=3C=NC(=CC3)F